C(C)(C)(C)C1=C2C(=C(N=C(C2=CC=C1)NC([O-])=O)C(C)(C)C)N1N=CC(=C1C(F)(F)F)C(NC=1C=NC(=C(C1)Cl)N1N=CC=N1)=O di-tert-butyl(4-(4-((5-chloro-6-(2H-1,2,3-triazol-2-yl)pyridin-3-yl)carbamoyl)-5-(trifluoromethyl)-1H-pyrazol-1-yl)isoquinolin-1-yl)carbamate